N1[C@H](CC1)CN1C(NC2=NC=C(C=C21)C2=CC=C(C=C2)F)=O |r| (R/S)-1-(azetidin-2-ylmethyl)-6-(4-fluorophenyl)-3H-imidazo[4,5-b]pyridin-2-one